5-(4-bromophenyl)-2-phenyloxazole BrC1=CC=C(C=C1)C1=CN=C(O1)C1=CC=CC=C1